(2-bromoethyl)cyclopropane BrCCC1CC1